ClC1=NC(=CC(=C1)OC1CCN(CC1)C(=O)OC(C)(C)C)Cl Tert-Butyl 4-((2,6-dichloropyridin-4-yl)oxy)piperidine-1-carboxylate